C(N)(=O)CC[C@@H]([C@@H](C)OCC1=CC=C(C=C1)CCCOCCO)NC(OC(C)(C)C)=O tert-butyl N-[(3S,4R)-1-carbamoyl-4-([4-[3-(2-hydroxyethoxy)propyl]phenyl]meth-oxy)pentan-3-yl]carbamate